CN(CCOCC(F)(F)C=1C(=C(C=CC1)[C@@H](C)NS(=O)C(C)(C)C)F)C N-((R)-1-(3-(2-(2-(dimethylamino)ethoxy)-1,1-difluoroethyl)-2-fluorophenyl)ethyl)-2-methylpropane-2-sulfinamide